(S)-2-(benzo[c][1,2,5]oxadiazol-5-ylmethoxy)-6-((4-bromo-2,3-dihydro-1H-inden-1-yl)oxy)-5-chloronicotinaldehyde N=1ON=C2C1C=CC(=C2)COC2=C(C=O)C=C(C(=N2)O[C@H]2CCC1=C(C=CC=C21)Br)Cl